C[C@@]12CCC=3N=C(SC3C2=CC[C@H]2[C@H]3[C@](CC[C@H]12)(/C(/CC3)=N/O)C)NN3CCOCC3 (5aR,5bS,7aS,10aS,10bR,E)-5a,7a-dimethyl-2-(morpholinoamino)-4,5,5a,5b,6,7,7a,9,10,10a,10b,11-dodecahydro-8H-cyclopenta[7,8]phenanthro[2,1-d]thiazol-8-one oxime